8-hexyloxymethoxy-1,3,5-trimethyloctylmagnesium chloride C(CCCCC)OCOCCCC(CC(CC(C)[Mg]Cl)C)C